(8R,9R,10S)-10-(hydroxymethyl)-N-(4-methoxyphenyl)-9-(4-(pyridin-2-ylethynyl)phenyl)-1,6-diazabicyclo[6.2.0]decane-6-carboxamide OC[C@@H]1[C@@H]([C@@H]2CN(CCCCN12)C(=O)NC1=CC=C(C=C1)OC)C1=CC=C(C=C1)C#CC1=NC=CC=C1